[Mn+2].[Cl-].[Mn+2].[Cl-].[Cl-].[Cl-] manganese chloride manganese salt